5'-O-[Bis(4-methoxyphenyl)(phenyl)methyl]-1-(2-{[tert-butyl(dimethyl)silyl]oxy}ethyl)inosine COC1=CC=C(C=C1)C(OC[C@@H]1[C@H]([C@H]([C@@H](O1)N1C=NC=2C(=O)N(C=NC12)CCO[Si](C)(C)C(C)(C)C)O)O)(C1=CC=CC=C1)C1=CC=C(C=C1)OC